(diethyl 4-((7-methoxy-1H-benzo[d]imidazol-1-yl) methyl) phenyl) phosphonate P(OC1=C(C(=C(C=C1)CN1C=NC2=C1C(=CC=C2)OC)CC)CC)([O-])=O